C(C)(C)(C)C=1C=C(C=C(C1O)C(C)(C)C)CCC(=O)OCC(COC(CCC1=CC(=C(C(=C1)C(C)(C)C)O)C(C)(C)C)=O)(COC(CCC1=CC(=C(C(=C1)C(C)(C)C)O)C(C)(C)C)=O)COC(CCC1=CC(=C(C(=C1)C(C)(C)C)O)C(C)(C)C)=O pentaerythritol tetrakis[3-(3,5-di-t-butyl-4-hydroxyphenyl)propionate]